2-[1-(fluoromethyl)-2-oxabicyclo[2.1.1]hex-4-yl]-7-isopropoxy-imidazo[1,2-a]pyridine-6-carboxylic acid FCC12OCC(C1)(C2)C=2N=C1N(C=C(C(=C1)OC(C)C)C(=O)O)C2